The molecule is an omega-hydroxy fatty acid ascaroside obtained by formal condensation of the alcoholic hydroxy group of 21-hydroxyhenicosanoic acid with ascarylopyranose (the alpha anomer). It is a metabolite of the nematode Caenorhabditis elegans. It has a role as a Caenorhabditis elegans metabolite. It is a monocarboxylic acid and an omega-hydroxy fatty acid ascaroside. It derives from a 21-hydroxyhenicosanoic acid. It is a conjugate acid of an oscr#38(1-). C[C@H]1[C@@H](C[C@H]([C@@H](O1)OCCCCCCCCCCCCCCCCCCCCC(=O)O)O)O